(4-(2-Methoxyethoxy)phenyl)methanol COCCOC1=CC=C(C=C1)CO